CC(CCCC(=O)OC)(C)OC methyl 3-methyl-3-methoxybutylacetate